ClC1=CC=C(C=N1)CN(C1=CC(OC1)=O)CC(F)F 4-[[(6-chloro-3-pyridinyl)-methyl](2,2-difluoroethyl)amino]-2(5H)-furanone